[H-].[Na+].C(C)(C)N(C(C)C)CC N,N-diisopropylethylamine sodium hydride